C1(CC1)C1=CC(=CC(=N1)N1C=NC=2C=C(NC2C1=O)CNCCOCC)C1=C(C=C(C=C1)F)C1=NN=CN1C 6-{6-cyclopropyl-4-[4-fluoro-2-(4-methyl-4H-1,2,4-triazol-3-yl)phenyl]-2-pyridyl}-2-[(2-ethoxyethylamino)methyl]-1,6-dihydro-1,4,6-triaza-7-indenone